(1R)- or (1S)-2,5,6-trimethylcyclohex-2-en-1-ol CC=1[C@@H](C(C(CC1)C)C)O |o1:2|